D-alanyl-L-valine N[C@H](C)C(=O)N[C@@H](C(C)C)C(=O)O